1-(4-(1H-pyrazol-4-yl)-2-(trifluoromethyl)phenyl)piperidine N1N=CC(=C1)C1=CC(=C(C=C1)N1CCCCC1)C(F)(F)F